BrN1C(=O)N(C(=O)C1(C1=CC=C(C=C1)C=C)C)Br 1,3-dibromo-5-methyl-5-(4'-vinylphenyl)hydantoin